rac-(3aR,5R,7S,7aR)-5-(2,5-dimethylphenyl)-1,3,3,5,7-pentamethyloctahydrobenzo[c]isoxazole CC1=C(C=C(C=C1)C)[C@]1(C[C@@H]2[C@H](N(OC2(C)C)C)[C@H](C1)C)C |r|